N-(2,4-dimethoxybenzyl)-7-methoxy-2-(1-(3,3,3-trifluoropropyl)piperidin-3-yl)-[1,2,4]triazolo[1,5-c]quinazolin-5-amine COC1=C(CNC2=NC=3C(=CC=CC3C=3N2N=C(N3)C3CN(CCC3)CCC(F)(F)F)OC)C=CC(=C1)OC